(S)-1-(2-chloro-5-(1-(cyclopropylmethyl)-1H-pyrazol-4-yl)pyridin-4-yl)piperidin-3-ol ClC1=NC=C(C(=C1)N1C[C@H](CCC1)O)C=1C=NN(C1)CC1CC1